OCCNC(C=C)=O N-(2-Hydroxyethyl)acrylamide